FC1=C(CN2N=C(C=3C2=NC=CC3)C3=NC(=C(C(=N3)N)N)N)C=CC=C1 2-[1-(2-fluorobenzyl)-1H-pyrazolo[3,4-b]pyridine-3-yl]-4,5,6-pyrimidinetriamine